2,5-dibromo-3,6-dimethylpyrazine BrC1=NC(=C(N=C1C)Br)C